CC1=CN=C(S1)C=1C2=CN(N=C2C=C(C1)C(=O)N[C@H](C)C=1C=NC(=NC1)C(F)(F)F)C1OCCC1 4-(5-methylthiazol-2-yl)-2-(tetrahydrofuran-2-yl)-N-((R)-1-(2-(trifluoromethyl)pyrimidin-5-yl)ethyl)-2H-indazole-6-carboxamide